OC1=CC=C(OC2=NC=CC=C2C2=CNC=3C(N(C=CC32)C)=O)C=C1 3-(2-(4-hydroxyphenoxy)pyridin-3-yl)-6-methyl-1,6-dihydro-7H-pyrrolo[2,3-c]pyridin-7-one